4-[[(7R)-8-cyclopentyl-7-ethyl-5-methyl-6-oxo-7H-pteridin-2-yl]amino]-3-methoxy-N-[2-[2-[2-[2-[2-[2-[2-(methylamino)ethoxy]ethoxy]ethoxy]ethoxy]ethoxy]ethoxy]ethyl]benzamide C1(CCCC1)N1[C@@H](C(N(C=2C=NC(=NC12)NC1=C(C=C(C(=O)NCCOCCOCCOCCOCCOCCOCCNC)C=C1)OC)C)=O)CC